BrC1=C(NC2CCCCC2)C=CC(=C1)[N+](=O)[O-] 2-Bromo-N-cyclohexyl-4-nitroaniline